COC(=O)C=1C(OC(C1)=O)CC(=O)O [3-(Methoxycarbonyl)-5-oxo-2,5-dihydrofuran-2-yl]acetic acid